iodosulfide ISI